5''-bromo-1-methyl-3''H-dispiro[azetidine-3,1'-cyclobutane-3',2''-benzofuran] BrC=1C=CC2=C(CC3(O2)CC2(C3)CN(C2)C)C1